N-[3-[(4-chlorophenyl)carbamoyl]-5,6-dihydro-4H-cyclopenta[b]thiophen-2-yl]-4-sulfamoyl-morpholine-2-carboxamide ClC1=CC=C(C=C1)NC(=O)C=1C2=C(SC1NC(=O)C1CN(CCO1)S(N)(=O)=O)CCC2